2-(trimethylsilyl)ethyl-3-{[(benzyloxy)carbonyl]amino}-D-alaninate C[Si](CCOC([C@H](N)CNC(=O)OCC1=CC=CC=C1)=O)(C)C